(R)-N-(3,3-difluoro-1-methylpiperidin-4-yl)-4-methoxy-5-(1-methyl-1H-benzo[d][1,2,3]triazol-6-yl)pyrrolo[2,1-f][1,2,4]triazin-2-amine FC1(CN(CC[C@H]1NC1=NN2C(C(=N1)OC)=C(C=C2)C=2C=CC1=C(N(N=N1)C)C2)C)F